1,1-dibenzyl-3-(4-phenylthiazol-2-yl)urea C(C1=CC=CC=C1)N(C(=O)NC=1SC=C(N1)C1=CC=CC=C1)CC1=CC=CC=C1